(4-(((5-(4-dimethylaminophenyl)-4-methyl-4H-1,2,4-triazol-3-yl)thio)methyl)phenyl)boronic acid CN(C1=CC=C(C=C1)C=1N(C(=NN1)SCC1=CC=C(C=C1)B(O)O)C)C